cyclohexanedimethanol oxalate C(C(=O)O)(=O)O.C1(CCCCC1)(CO)CO